NC1=NC2=CC(=CC=C2C=C1F)CN(C(=O)C=1C=NC=CC1)C1=CC=CC=2C(CCS(C21)(=O)=O)(F)F N-[(2-amino-3-fluoroquinolin-7-yl)methyl]-N-(4,4-difluoro-1,1-dioxo-3,4-dihydro-2H-1λ6-benzothiopyran-8-yl)pyridine-3-carboxamide